ClC1=CC=C(C=C1)C1=C(CCC(C1)(C)C)CN1CC2C(C1)CN(C2)C(=O)C=2C(=C1CN(C(C1=CC2)=O)C2C(NC(CC2)=O)=O)F 3-(5-(5-((4'-chloro-5,5-dimethyl-3,4,5,6-tetrahydro-[1,1'-biphenyl]-2-yl)methyl)Octahydropyrrolo[3,4-c]pyrrole-2-carbonyl)-4-fluoro-1-oxoisoindolin-2-yl)piperidine-2,6-dione